(Z)-1-methoxy-4-phenylvinylbenzene COC1=CC=C(C=C1)\C=C/C1=CC=CC=C1